OC(C)(C)C=1C=C(SC1)S(=O)(=O)NC(NC1=C2CCCC2=CC=C1C1=C2C(=NC=C1)N(C=C2)C2CCOCC2)=O 4-(2-hydroxypropan-2-yl)-N-((5-(1-(tetrahydro-2H-pyran-4-yl)-1H-pyrrolo[2,3-b]pyridin-4-yl)-2,3-dihydro-1H-inden-4-yl)carbamoyl)thiophene-2-sulfonamide